C(C)OC(=O)C=1C=NC2=C(C(=CC=C2C1C1(CC(C1)(OC)OC)C(=O)OC)F)Br 8-bromo-4-[3,3-dimethoxy-1-(methoxycarbonyl)cyclobutyl]-7-fluoroquinoline-3-carboxylic acid ethyl ester